N-(4-(1-(2,3-difluorobenzoyl)-3-methyl-1,2,3,6-tetrahydropyridin-4-yl)-1H-pyrrolo[2,3-b]pyridin-6-yl)cyclopropylcarboxamide FC1=C(C(=O)N2CC(C(=CC2)C2=C3C(=NC(=C2)NC(=O)C2CC2)NC=C3)C)C=CC=C1F